(Z)-tert-butyl (tert-butoxycarbonylamino)(2-(2-(3,4-dichlorophenylamino)-7-(trifluoromethyl)acridin-9-ylamino)ethylamino)methylenecarbamate C(C)(C)(C)OC(=O)N\C(\NCCNC=1C2=CC(=CC=C2N=C2C=CC(=CC12)NC1=CC(=C(C=C1)Cl)Cl)C(F)(F)F)=N/C(OC(C)(C)C)=O